4-methoxy-pyridin-3-ol COC1=C(C=NC=C1)O